C1(CC1)C(=O)N1C=CC2=CC(=CC=C12)C=1N=C(SC1C)NC(CC1=CC(=C(C=C1)F)OCCNC=1C=C2C(N(C(C2=CC1)=O)C1C(NC(CC1)=O)=O)=O)=O N-(4-(1-(cyclopropanecarbonyl)indol-5-yl)-5-methylthiazol-2-yl)-2-(3-(2-(2-(2,6-dioxopiperidin-3-yl)-1,3-dioxoisoindolin-5-ylamino)ethoxy)-4-fluorophenyl)acetamide